Cl.C(=O)C1=CC=C(C(=N)N)C=C1 4-FORMYL-BENZAMIDINE HYDROCHLORIDE